2-(4-butylphenyl)-2-((1E,3Z)-4-chloro-4-(3,4,5-trimethoxyphenyl)buta-1,3-dien-1-yl)-1,3-dithiane C(CCC)C1=CC=C(C=C1)C1(SCCCS1)\C=C\C=C(\C1=CC(=C(C(=C1)OC)OC)OC)/Cl